2-amino-4,4-difluoro-2-methylbutan-1-ol NC(CO)(CC(F)F)C